C1=CC=CC=2SC3=CC=CC=C3SC12 Thianthren